C(C1=CC=CC=C1)OCCC1=CC(NC=2N1C(=NN2)SCC2=C(C=CC(=C2)F)F)=O 5-[2-(benzyloxy)ethyl]-3-[(2,5-difluorobenzyl)sulfanyl][1,2,4]triazolo[4,3-a]pyrimidin-7(8H)-one